C(C)(C)OC(=O)C1=CC=C(C=C1)[N+]1=CSC2=C1C=CC=C2 N-(p-isopropoxycarbonylphenyl)benzothiazolium